5-(aminomethyl)-N-((1,2,3,5,6,7-hexahydro-s-indacen-4-yl)carbamoyl)-1-isopropyl-1H-pyrazole-3-sulfonimidamide NCC1=CC(=NN1C(C)C)S(=O)(NC(NC1=C2CCCC2=CC=2CCCC12)=O)=N